5-(imidazo[1,2-a]pyrimidin-6-yl)-4-methoxy-N-(1,4-dioxaspiro[4.5]decan-8-yl)-7H-pyrrolo[2,3-d]pyrimidin-2-amine N=1C=CN2C1N=CC(=C2)C2=CNC=1N=C(N=C(C12)OC)NC1CCC2(OCCO2)CC1